6-((Boc)amino)pyridazine-4-carboxylic acid methyl ester COC(=O)C1=CN=NC(=C1)NC(=O)OC(C)(C)C